C(C)(C)C1=NN2C(C(N(C[C@H]2C)CC(=O)OC(C)(C)C)=O)=C1 tert-butyl 2-[(7R)-2-isopropyl-7-methyl-4-oxo-6,7-dihydropyrazolo[1,5-a]pyrazin-5-yl]acetate